C(C)(=O)N1[C@@]2([C@@H]3[C@@H]([C@H](C1)C[C@H]2CN3CC(C)C)CC3=CC=CC=C3)C(=O)NCCC3=CC=CC2=CC=CC=C32 |o1:4,5,6,7,10| (3S*,3aS*,6R*,7R*,7aS*)-4-acetyl-7-benzyl-1-isobutyl-N-(2-(naphthalen-1-yl)ethyl)octahydro-3aH-3,6-methanopyrrolo[3,2-b]pyridine-3a-carboxamide